tert-butyl 6-(3-fluoro-4-(3-methyl-2,6-dioxopiperidin-3-yl)phenyl)-2,6-diazaspiro[3.3]heptane-2-carboxylate FC=1C=C(C=CC1C1(C(NC(CC1)=O)=O)C)N1CC2(CN(C2)C(=O)OC(C)(C)C)C1